O=C1C=C(N=CN1CC1=CCN(CC12CCCC2)C(=O)OC(C)(C)C)C2=CC=CC=C2 tert-butyl 10-((6-oxo-4-phenylpyrimidin-1(6H)-yl)methyl)-7-azaspiro[4.5]dec-9-ene-7-carboxylate